triethyl-2-phosphonopropionate CCOC(=O)C(C)P(=O)(OCC)OCC